FC1=C2C=CC=C1C1=NNC3=CC=C(O[C@@H](CCNC(OC2)=O)C)C=C13 (13R)-23-fluoro-13-methyl-8,14-dioxa-10,19,20-triazatetracyclo[13.5.2.12,6.018,21]tricosa-1(20),2,4,6(23),15,17,21-heptaen-9-one